[N-]=[N+]=[N-].C(COCCOCCOCCOCCOCCO)O hexaethylene glycol azide